1-Isopropyl-4-(4-(8-methoxy-4-phenyl-2,3-dihydrobenzo[b]oxepin-5-yl)phenyl)piperazine C(C)(C)N1CCN(CC1)C1=CC=C(C=C1)C=1C2=C(OCCC1C1=CC=CC=C1)C=C(C=C2)OC